C1(CCCC1)SC1=NC=CC=C1C1=CC=C(C=C1)C(CCCC(=O)O)(F)F 5-[4-(2-cyclopentylsulfanyl-pyridin-3-yl)-phenyl]-5,5-difluoro-pentanoic acid